oxolysin O=N[C@@H](CCCCN)C(=O)O